2,2-bis(3-amino-4-hydroxyphenyl)propionate NC=1C=C(C=CC1O)C(C(=O)[O-])(C)C1=CC(=C(C=C1)O)N